Cl.NC/C(/CN1N=CN(C1=O)CC1=CC=C(S1)C=1C=C(C2=C(NC(CO2)=O)C1)C)=C\F 6-[5-(1-[(2E)-2-(aminomethyl)-3-fluoroprop-2-en-1-yl]-5-oxo-1,5-dihydro-4H-1,2,4-triazol-4-ylmethyl)thiophen-2-yl]-8-methyl-2H-1,4-benzoxazin-3(4H)-one hydrochloride